[N+](=O)([O-])[Co-3]([N+](=O)[O-])([N+](=O)[O-])([N+](=O)[O-])([N+](=O)[O-])[N+](=O)[O-] hexanitrocobalt(III)